COC1=CC(=C(C=C1)C1=CC=C(C=C1)C1=CC=C(C=C1)OCCCCC)OCCCCCCCCCCCCN 12-((4-methoxy-4''-(pentyloxy)-[1,1':4',1''-terphenyl]-2-yl)oxy)dodecan-1-amine